(R)-3-(4-chloro-3-fluoro-2-methoxyphenyl)-4-methyl-7-(1-methylpiperidin-3-yl)-7H-imidazo[4,5-c]pyridazine ClC1=C(C(=C(C=C1)C1=C(C2=C(N=N1)N(C=N2)[C@H]2CN(CCC2)C)C)OC)F